6-(4-methoxyphenyl)-2-(methylthio)-8-(4-(1-((2-(trimethylsilyl)ethoxy)methyl)-1H-1,2,4-triazol-3-yl)phenyl)pyrido[2,3-d]pyrimidin-7(8H)-one COC1=CC=C(C=C1)C1=CC2=C(N=C(N=C2)SC)N(C1=O)C1=CC=C(C=C1)C1=NN(C=N1)COCC[Si](C)(C)C